The molecule is a monoterpenyl phosphate that is the O-diphospho derivative of (+)-borneol. It is a bornane monoterpenoid and a monoterpenyl phosphate. It derives from a (+)-borneol. It is a conjugate acid of a (+)-bornyl diphosphate(3-). It is an enantiomer of a (-)-bornyl diphosphate. C[C@@]12CC[C@@H](C1(C)C)C[C@@H]2OP(=O)(O)OP(=O)(O)O